N1(CCC1)C1=NC2=C(N1)C(=CC=C2C(=O)N2CCC=1N(N=C3CCN(C[C@@H]2C13)C(C=C)=O)C1=CC=C(C=C1)C(C)C)Br |o1:26| (S or R)-1-(5-(2-(azetidin-1-yl)-7-bromo-1H-benzo[d]imidazole-4-carbonyl)-2-(4-isopropylphenyl)-2,3,4,5,5a,6,8,9-octahydro-7H-1,2,5,7-tetraazabenzo[cd]azulen-7-yl)prop-2-en-1-one